ClC1=C(C(=O)NC2=C3C=NN(C3=CC=C2)C2=CC(=NC(=C2)C)C)C(=CC=C1CNC(C(C)(C)C)=O)Cl 2,6-dichloro-3-{[(2,2-dimethylpropanoyl)amino]methyl}-N-[1-(2,6-dimethylpyridin-4-yl)-1H-indazole-4-yl]benzamide